N2-(3-(5-isopropoxypyridin-2-yl)-1,2,4-oxadiazol-5-yl)-N3,N3-dimethylpyridine-2,3-diamine C(C)(C)OC=1C=CC(=NC1)C1=NOC(=N1)NC1=NC=CC=C1N(C)C